(2R)-1-[4-(benzyloxy)-2,6-difluorophenyl]-3-[(2-methoxyethoxy)methoxy]propan-2-ol C(C1=CC=CC=C1)OC1=CC(=C(C(=C1)F)C[C@H](COCOCCOC)O)F